dicarboxymethyl-4,4'-bipyridinium C(=O)(O)C(C(=O)O)[N+]1=CC=C(C=C1)C1=CC=[NH+]C=C1